C(CCCCCCC\C=C/C\C=C/CCCCC)(=O)[O-].[Li+] Lithium linoleat